(2R,4S)-N-((S)-1-(((1H-pyrrolo[3,2-c]pyridin-2-yl)methyl)amino)-1-oxopropan-2-yl)-1-(2-(methylsulfonamido)ethyl)-4-phenylpiperidine-2-carboxamide trifluoroacetate FC(C(=O)O)(F)F.N1C(=CC=2C=NC=CC21)CNC([C@H](C)NC(=O)[C@@H]2N(CC[C@@H](C2)C2=CC=CC=C2)CCNS(=O)(=O)C)=O